tert-butyl 4-((5-chloro-2-(methoxycarbonyl)thiophen-3-yl)oxy)piperidine-1-carboxylate ClC1=CC(=C(S1)C(=O)OC)OC1CCN(CC1)C(=O)OC(C)(C)C